C(C)(CC)C1C=C(CC1)CC(C=O)C 3-(3-sec-butyl-1-cyclopenten-1-yl)-2-methylpropanal